C(CCCCCCCCCCC)(=O)N[C@@H](CC(=O)[O-])C(=O)[O-] N-lauroylaspartate